butansulfonic acid C(CCC)S(=O)(=O)O